benzo[b]carbazol-8-yl trifluoromethanesulfonate FC(S(=O)(=O)OC=1C=CC=2C(=CC=3NC4=CC=CC=C4C3C2)C1)(F)F